(R)-2-chloro-4-(1-(2,2-difluoro-1-(4-fluorophenyl)propyl)-1H-pyrazol-4-yl)-5-fluoropyrimidine ClC1=NC=C(C(=N1)C=1C=NN(C1)[C@@H](C(C)(F)F)C1=CC=C(C=C1)F)F